C1=CC2=C3C(=C1)C4=CC=CC5=C4C(=C(C=C5)C6=CC=C(C=C6)C7=C8C9=CC=CC1=C9C(=CC=C1)C1=CC=CC(=C18)C=C7)C3=CC=C2 phenylenePerylene